N1(CCC1)C/C=C/C(=O)NC1CN(C1)C1=CC(=NC=C1)NC(=O)NC1=CC=C(C=C1)C1=CC2=C(N=CN=C2N2CCOCC2)N1 (E)-4-(azetidin-1-yl)-N-(1-(2-(3-(4-(4-morpholino-7H-pyrrolo[2,3-d]pyrimidin-6-yl)phenyl)ureido)pyridin-4-yl)azetidin-3-yl)but-2-enamide